Cl.N(=[N+]=[N-])C[C@H]1C[C@@H](CN1)NC1=CC(=C(C=C1)OC(F)F)OCC1CC1 (3S,5R)-5-(azidomethyl)-N-(3-(cyclopropylmethoxy)-4-(difluoromethoxy)phenyl)pyrrolidin-3-amine hydrochloride